tert-butyl (S)-7-(1-amino-5-(tert-butoxy)-1,5-dioxopentan-2-yl)-6-oxo-7,8-dihydro-2h,6h-spiro[furo[2,3-e]isoindole-3,4'-piperidine]-1'-carboxylate NC([C@H](CCC(=O)OC(C)(C)C)N1C(C2=CC=C3C(=C2C1)OCC31CCN(CC1)C(=O)OC(C)(C)C)=O)=O